5-amino-2-{8-[(2-cyano-2-methylideneethyl)amino]-7-methoxynaphthalen-2-yl}-N-[(1r,4r)-4-(dimethylamino)cyclohexyl]pyrimidine-4-carboxamide NC=1C(=NC(=NC1)C1=CC2=C(C(=CC=C2C=C1)OC)NCC(=C)C#N)C(=O)NC1CCC(CC1)N(C)C